COCCOCCOC1=C2SC=CC2=C(C=2SC=CC21)NC2=CC=CC=C2 8-(2-(2-Methoxyethoxy)ethoxy)-N-phenylbenzo[1,2-b:4,5-b']dithiophene-4-amine